C(C)N1CC2=CC(=CC(=C2CC1)C(F)(F)F)N1C(C2=CC(=CC=C2C1)C1(COC1)CC1=NN=CN1C)=O 2-(2-Ethyl-5-(trifluoromethyl)-1,2,3,4-tetrahydroisoquinolin-7-yl)-6-(3-((4-methyl-4H-1,2,4-triazol-3-yl)methyl)oxetan-3-yl)isoindolin-1-one